5-bromo-4'-methoxy-[1,1'-biphenyl]-2-carbonitrile BrC1=CC=C(C(=C1)C1=CC=C(C=C1)OC)C#N